1-((2-(methylthio)prop-2-yl)sulfinyl)-2-(5-(p-tolyl)-1H-imidazol-2-yl)piperidine CSC(C)(C)S(=O)N1C(CCCC1)C=1NC(=CN1)C1=CC=C(C=C1)C